(racemic)-2-(2-(3-chloro-4-(9-(5-chloro-2-methoxybenzyl)-6-(1-methylcyclopropoxy)-9H-purin-8-yl)phenoxy)ethoxy)-2-methylpropanoic acid ClC=1C=C(OCCOC(C(=O)O)(C)C)C=CC1C=1N(C2=NC=NC(=C2N1)OC1(CC1)C)CC1=C(C=CC(=C1)Cl)OC